4-ethyl-beta-carboline-3-carboxylate C(C)C1=C(N=CC=2NC3=CC=CC=C3C12)C(=O)[O-]